ClC=1C=NC=C(C1C(C)OC=1C=C2C(=NNC2=CC1)NC1=C(C=C(C=C1F)N1CCOCC1)NC(C=C)=O)Cl N-(2-((5-(1-(3,5-dichloropyridin-4-yl)ethoxy)1H-indazol-3-yl)amino)-3-fluoro-5-morpholinophenyl)acrylamide